COOC(C1=CC=CC=C1)=O methylbenzoyl peroxide